2,2,3,3,3-pentafluoropropyl α-chloroacrylate ClC(C(=O)OCC(C(F)(F)F)(F)F)=C